N-Ethyl-N-{2-[4-(6-fluoro-1,2-benzoisoxazol-3-yl)piperidin-1-yl]ethyl}-3-hydroxypropanamide Hydrobromide Br.C(C)N(C(CCO)=O)CCN1CCC(CC1)C1=NOC2=C1C=CC(=C2)F